C1(CCCCC1)P(C1=C(C(=CC=C1OC)OC)C1=C(C=C(C=C1C(C)C)C(C)C)C(C)C)C1CCCCC1 dicyclohexyl(2',4',6'-triisopropyl-3,6-dimethoxy-[1,1'-bi-phenyl]-2-yl)phosphine